1-((3R)-3-(3-chloro-5-(1-methyl-2-thioxohexahydropyrimidin-5-yl)phenyl)morpholino)prop-2-en-1-one ClC=1C=C(C=C(C1)C1CNC(N(C1)C)=S)[C@@H]1COCCN1C(C=C)=O